(E)-N-(4-((3-chloro-4-fluorophenyl)amino)-7-methoxyquinazolin-6-yl)-4-(4-((4-(2-(2,6-dioxopiperidin-3-yl)-1,3-dioxoisoindolin-5-yl)piperazin-1-yl)methyl)piperidin-1-yl)but-2-enamide ClC=1C=C(C=CC1F)NC1=NC=NC2=CC(=C(C=C12)NC(\C=C\CN1CCC(CC1)CN1CCN(CC1)C=1C=C2C(N(C(C2=CC1)=O)C1C(NC(CC1)=O)=O)=O)=O)OC